CN1CC(C1)S(=O)(=O)C1=C(C=CC(=C1)B1OC(C(O1)(C)C)(C)C)C1(NN(C=C1)C1OCCCC1)N 3-(((1-methylazetidin-3-yl)sulfonyl)-4-(4,4,5,5-tetramethyl-1,3,2-dioxaborolan-2-yl)phenyl)-1-(tetrahydro-2H-pyran-2-yl)-1H-pyrazol-3-amine